2-(3-(4-fluorophenyl)-5-isopropylisoxazol-4-yl)thiazole-4-carboxamide FC1=CC=C(C=C1)C1=NOC(=C1C=1SC=C(N1)C(=O)N)C(C)C